P1(=O)(OOCCCCCCCCCCCCCCCC)OOCC(C)O1 hexadecyloxy oxypropylene phosphate